methyl 4-[2-[(3,6,6-trimethyl-4-oxo-5,7-dihydro-1H-indole-2-carbonyl) amino]hexanoylamino]benzoate CC1=C(NC=2CC(CC(C12)=O)(C)C)C(=O)NC(C(=O)NC1=CC=C(C(=O)OC)C=C1)CCCC